(2R)-2-(6-{5-chloro-2-[(oxacyclohex-4-yl)amino]pyrimidin-4-yl}-1-oxo-2,3-dihydro-1H-isoindol-2-yl)-N-[(1R)-1-[2-(dimethylamino)-6-methylpyridin-4-yl]ethyl]propionamide ClC=1C(=NC(=NC1)NC1CCOCC1)C1=CC=C2CN(C(C2=C1)=O)[C@@H](C(=O)N[C@H](C)C1=CC(=NC(=C1)C)N(C)C)C